tris(hydroxymethyl)methylaminocarboxylic acid OCC(NC(=O)O)(CO)CO